CNC(=O)C=1C=NN(C1)CC1=CC=C(C=C1)C1=NOC(=N1)C(F)(F)F N-Methyl-1-[[4-[5-(trifluoromethyl)-1,2,4-oxadiazol-3-yl]phenyl]methyl]pyrazol-4-carboxamid